C1(=CC=CC=C1)CS(=O)(=O)OC1=C(O[C@@](C1=O)([2H])C1=C(C(=CC=C1)F)Cl)N (S)-2-amino-5-(2-chloro-3-fluorophenyl)-4-oxo-4,5-dihydrofuran-3-yl-5-d phenylmethanesulfonate